ClC=1C=CC(=C(C1)[C@@H]1[C@H](C1)C(=O)NC1=NC=NC(=C1)NCC1=NN2N=C(C=CC2=N1)C1CC1)C#N |r| rac-(1S*,2S*)-2-(5-chloro-2-cyanophenyl)-N-(6-(((6-cyclopropyl-[1,2,4]triazolo[1,5-b]pyridazin-2-yl)methyl)amino)pyrimidin-4-yl)cyclopropane-1-carboxamide